2-cyano-N-(4-((6-nitro-2-oxo-2H-benzopyran-4-yl)amino)phenyl)benzenesulfonamide C(#N)C1=C(C=CC=C1)S(=O)(=O)NC1=CC=C(C=C1)NC1=CC(OC2=C1C=C(C=C2)[N+](=O)[O-])=O